COC1=NC=C(C=C1C(=O)N)NC(C(=O)N1[C@H](CC[C@@H](C1)C)C=1C=C2CC(NC2=CC1)=O)=O 2-methoxy-5-[[2-[(2R,5S)-5-methyl-2-(2-oxoindolin-5-yl)-1-piperidyl]-2-oxo-acetyl]amino]pyridine-3-carboxamide